C1(C#CCCCCC1)OC(=O)NCCC(=O)ON1C(CCC1=O)=O 2,5-dioxopyrrolidin-1-yl 3-(((cyclooct-2-yn-1-yloxy)carbonyl)amino)propanoate